(1-(methylsulfonyl) piperidin-4-yl) methylmethanesulfonate CCS(=O)(=O)OC1CCN(CC1)S(=O)(=O)C